tert-butyl (3R)-3-[(2-bromothieno[3,2-c]pyridin-4-yl)-[4-(1,5-dimethylpyrazol-4-yl)-2-fluoro-benzoyl]amino]piperidine-1-carboxylate BrC1=CC=2C(=NC=CC2S1)N([C@H]1CN(CCC1)C(=O)OC(C)(C)C)C(C1=C(C=C(C=C1)C=1C=NN(C1C)C)F)=O